Cl.ClCC1=CC=C(C=C1)C1=NC=C(C=C1)C(F)(F)F 2-[4-(chloromethyl)phenyl]-5-(trifluoromethyl)pyridine, hydrochloride